3-(4-(difluoromethoxy)cyclohex-1-enyl)-1-methyl-N-(7-methyl-[1,2,4]triazolo[1,5-a]pyridin-6-yl)-1H-pyrazolo[4,3-d]pyrimidin-5-amine FC(OC1CC=C(CC1)C1=NN(C2=C1N=C(N=C2)NC=2C(=CC=1N(C2)N=CN1)C)C)F